N-(2-chloro-3-(3-chloro-2-(4-formyl-3-methoxyphenyl)pyridin-4-yl)phenyl)-1-methyl-5-(5,5,5-trifluoropentyl)-4,5,6,7-tetrahydro-1H-imidazo[4,5-c]pyridine-2-carboxamide ClC1=C(C=CC=C1C1=C(C(=NC=C1)C1=CC(=C(C=C1)C=O)OC)Cl)NC(=O)C=1N(C2=C(CN(CC2)CCCCC(F)(F)F)N1)C